[Sb].CC1=C(C=CC(=C1)C)S(=O)(=O)O 2,4-dimethylbenzenesulfonic acid antimony